4-((1R,5S)-5-((R)-1-((5-((3,5-difluoropyridin-2-yl)oxy)pyridin-2-yl)amino)-1-oxopropan-2-yl)-2,2-difluorocyclohexyl)pyridine 1-oxide FC=1C(=NC=C(C1)F)OC=1C=CC(=NC1)NC([C@H](C)[C@H]1CCC([C@H](C1)C1=CC=[N+](C=C1)[O-])(F)F)=O